(1r,3r)-3-((tert-butyldimethylsilyl)oxy)cyclobutyl 4-methylbenzenesulfonate CC1=CC=C(C=C1)S(=O)(=O)OC1CC(C1)O[Si](C)(C)C(C)(C)C